Cl.ClC1=C(C=CC(=C1)C(F)(F)F)C=1OC2=C(C(=CC(=C2C(C1)=O)O)O)[C@H]1[C@@H](N(CC1)C)CO (+)-trans-2-(2-chloro-4-trifluoromethyl-phenyl)-5,7-dihydroxy-8-(2-hydroxymethyl-1-methyl-pyrrolidin-3-yl)-chromen-4-one hydrochloride